FC(=C(C(C(C(C(C(F)(F)F)(F)F)(F)F)(F)F)(F)F)F)F 1,1,2,3,3,4,4,5,5,6,6,7,7,7-tetradecafluoro-1-heptene